4'-(allyloxy)-[1,1'-biphenyl] C(C=C)OC1=CC=C(C=C1)C1=CC=CC=C1